[3-(2,2,2-trifluoroethoxy)phenyl]tetrahydropyran-4-carboxylic acid methyl ester COC(=O)C1CC(OCC1)C1=CC(=CC=C1)OCC(F)(F)F